4-[1-(4-fluoro-3-methoxy-phenyl)-4-(methoxymethoxy)-2-tetrahydropyran-4-yl-indol-3-yl]benzoic acid FC1=C(C=C(C=C1)N1C(=C(C2=C(C=CC=C12)OCOC)C1=CC=C(C(=O)O)C=C1)C1CCOCC1)OC